CN1N=NC2=C1C=C(C=C2)C=2C=CN1N=C(N=CC12)N[C@@H]1CC[C@H](CC1)N trans-N1-(5-(1-methyl-1H-benzo[d][1,2,3]triazol-6-yl)pyrrolo[2,1-f][1,2,4]triazin-2-yl)cyclohexane-1,4-diamine